DI-tert-butyl(4-dimethylaminophenyl)phosphine C(C)(C)(C)P(C1=CC=C(C=C1)N(C)C)C(C)(C)C